COC1=C(N=C2C(=N1)NC(=N2)C(F)(F)F)NC2=CC=CC=C2 6-Methoxy-N-phenyl-2-(trifluoromethyl)-1H-imidazo[4,5-b]pyrazin-5-amin